4,5-dihydroxy-2-bromo-4'-tert-butylbenzophenone OC1=CC(=C(C(=O)C2=CC=C(C=C2)C(C)(C)C)C=C1O)Br